FC1=CC=C(C=2N=C(SC21)N)C2=C(C=C1C(=NC(=NC1=C2F)OC[C@]21CCCN1C[C@@H](C2)F)NC2C(C2)OC)C(F)(F)F 7-fluoro-4-(8-fluoro-2-(((2R,7aS)-2-fluorotetrahydro-1H-pyrrolizin-7a(5H)-yl)methoxy)-4-((2-methoxycyclopropyl)amino)-6-(trifluoromethyl)quinazolin-7-yl)benzo[d]thiazol-2-amine